(3-benzofuran-3-yl-1-methanesulfonylmethyl-1H-pyrazolo[4,3-c]pyridin-6-yl)-(4-hydroxy-4-methyl-piperidin-1-yl)-methanone O1C=C(C2=C1C=CC=C2)C2=NN(C1=C2C=NC(=C1)C(=O)N1CCC(CC1)(C)O)CS(=O)(=O)C